C(C)(=O)OC=1C(=NC(=CC1)C=1N=NN(C1COC(N(C)C1CC(C1)(F)F)=O)C)CC 1-(6-(5-((((3,3-difluorocyclobutyl) (methyl) carbamoyl) oxy) methyl)-1-methyl-1H-1,2,3-triazol-4-yl)-2-ethylpyridin-3-yl) acetate